Undecanate C(CCCCCCCCCC)(=O)[O-]